[Si](C)(C)(C(C)(C)C)OC=1C=C(C=CC1)C=1N=C(C(=NC1)N)CC1=CC=C(C=C1)F 5-(3-((tert-butyldimethylsilyl)oxy)phenyl)-3-(4-fluorobenzyl)pyrazin-2-amine